FC=1C(=C(C=CC1F)[C@H]1[C@@H](O[C@]([C@H]1C)(C(F)(F)F)C)C1=CC(C2=C(N=CN=C2C(=O)N)N1)=O)OC 7-((2R,3S,4S,5R)-3-(3,4-difluoro-2-methoxyphenyl)-4,5-dimethyl-5-(trifluoromethyl)tetrahydrofuran-2-yl)-5-oxo-5,8-dihydropyrido[2,3-d]pyrimidine-4-carboxamide